(6-chloro-1H-indol-3-yl)-N-phenylacrylamide ClC1=CC=C2C(=CNC2=C1)C(C(=O)NC1=CC=CC=C1)=C